NC1(CCC1)C1=CC=C(C=C1)C1=NC=2C=CN3C(C2C=C1C1=CC=CC=C1)=NNC3=O 8-[4-(1-aminocyclobutyl)phenyl]-9-phenyl-2H-[1,2,4]triazolo[3,4-f][1,6]naphthyridin-3-one